2-(2-fluoro-6-(trifluoromethyl)benzamido)butanoic acid FC1=C(C(=O)NC(C(=O)O)CC)C(=CC=C1)C(F)(F)F